(4-chloro-2-fluorophenyl)-7-((2R,4S)-2-(1-cyclopropyl-1H-pyrazol-4-yl)tetrahydro-2H-pyran-4-yl)-2,3-dimethylpyrido[4,3-d]pyrimidin-4(3H)-one ClC1=CC(=C(C=C1)C1=NC(=CC=2N=C(N(C(C21)=O)C)C)[C@@H]2C[C@@H](OCC2)C=2C=NN(C2)C2CC2)F